tri(6-methyl-1-heptyl) citrate C(CC(O)(C(=O)OCCCCCC(C)C)CC(=O)OCCCCCC(C)C)(=O)OCCCCCC(C)C